O=C(C(=O)OCC)N(CC=1SC(=NN1)C1=CC=CC=C1)CC=O ethyl 2-oxo-2-((2-oxoethyl)((5-phenyl-1,3,4-thiadiazol-2-yl)methyl)amino)acetate